C(C)OC(CC=1OC(=NN1)C)=O 5-methyl-1,3,4-oxadiazole-2-acetic acid ethyl ester